FC(OC=1C=CC(=C(C1)C1=NN(C=2C[C@@H](CCC12)C(=O)NC1(COC=C1)C)[C@H]1[C@H](CCC1)O)F)F (R)-3-(5-(difluoromethoxy)-2-fluorophenyl)-1-((1R,2S)-2-hydroxycyclopentyl)-N-(3-methyl-1,1-thioxol-3-yl)-4,5,6,7-tetrahydro-1H-indazole-6-carboxamide